ClC=1C=CC(=C(C1)NC(C(=O)N[C@H](C(=O)NC1=CC=C(C(=O)O)C=C1)CC1=CC=CC=C1)=O)C(F)(F)F (S)-4-(2-(2-((5-chloro-2-(trifluoromethyl)phenyl)amino)-2-oxoacetylamino)-3-phenylpropionamido)benzoic acid